(1R,5S,6S,7S)-7-((2-(5-fluoro-1H-pyrrolo[2,3-b]pyridin-3-yl)-7-(trifluoromethyl)pyrrolo[2,1-f][1,2,4]triazin-4-yl)amino)tricyclo[3.2.2.02,4]nonane-6-carboxylic acid FC=1C=C2C(=NC1)NC=C2C2=NN1C(C(=N2)N[C@@H]2[C@H]([C@@H]3C4CC4[C@H]2CC3)C(=O)O)=CC=C1C(F)(F)F